6-(methylsulfanyl)norleucine CSCCCC[C@H](N)C(=O)O